ClC1=CC=C(CSC=2OC3=C(N2)C=CC=C3)C=C1 2-((4-chlorobenzyl)thio)benzo[d]oxazole